ClC=1N=NC(=CC1C1CC(C1)(F)F)Cl 3,6-Dichloro-4-(3,3-difluorocyclobutyl)pyridazine